[C@@H]1([C@H](O)[C@@H](O)[C@@H](O)[C@H](O1)CO)O[C@@H]([C@@H]([C@H](C=O)O)O)[C@H](O)CO 4-O-β-D-Galactopyranosyl-D-glucose